C(C1=CC=CC=C1)OC=1C=CC2=C(C(=C(O2)C)C2=NC(=CN=C2)CC(F)(F)F)C1 2-[5-(benzyloxy)-2-methyl-1-benzofuran-3-yl]-6-(2,2,2-trifluoroethyl)pyrazine